CS(=O)(=O)C1(CC1)CNC(=O)C=1SC2=C(N1)C=CN2 N-((1-(methylsulfonyl)cyclopropyl)methyl)-4H-pyrrolo[3,2-d]thiazole-2-carboxamide